C(C)O\N=C\C1=CC=C(C(=N1)C1=NC2=C(N1C)C=CC(=C2)SC(F)(F)F)C(=O)O 6-[(E)-ethoxyiminomethyl]-2-[1-methyl-5-(trifluoromethylthio)benzimidazol-2-yl]pyridin-3-carboxylic acid